Methyl 4-(2-(4-(2-(dimethylamino)ethyl)piperazin-1-yl)pyridin-3-yl)-4H-benzo[b]pyrrolo[1,2-d][1,4]oxazine-7-carboxylate CN(CCN1CCN(CC1)C1=NC=CC=C1C1C=2N(C3=C(O1)C=C(C=C3)C(=O)OC)C=CC2)C